CN1N=C(N=N1)CSCC1=C(C(=O)O)C=CC=N1 ((((2-methyl-2H-tetrazol-5-yl)methyl)thio)methyl)nicotinic acid